2-[(E)-2-(aminomethyl)-3-fluoro-allyl]-4-[[5-(5-fluoro-3,4-dihydro-2H-1,4-benzoxazin-6-yl)-2-thienyl]methyl]-1,2,4-triazol-3-one NC/C(/CN1N=CN(C1=O)CC=1SC(=CC1)C=1C=CC2=C(NCCO2)C1F)=C\F